C(C=C)(=O)N1C(CN(CC1)C1=NC(=NC=2CC(CCC12)N1CCC2=CC=CC(=C12)F)N1CC(CC1)N(C)C)CC#N 2-(1-acryloyl-4-(2-(3-(dimethylamino)pyrrolidin-1-yl)-7-(7-fluoroindolin-1-yl)-5,6,7,8-tetrahydroquinazolin-4-yl)piperazin-2-yl)acetonitrile